4-(1-(2-Chloro-4-((methylamino)methyl)phenyl)-1H-pyrazol-4-yl)-2-(((3R,4S)-1-((3-cyanopropyl)sulfonyl)-3-fluoropiperidin-4-yl)amino)pyrimidine-5-carbonitrile ClC1=C(C=CC(=C1)CNC)N1N=CC(=C1)C1=NC(=NC=C1C#N)N[C@@H]1[C@@H](CN(CC1)S(=O)(=O)CCCC#N)F